3,4-METHYLENEDIOXYBUTANOIC ACID C1OC(CC(=O)O)CO1